O=C(/C=C/C1=CC=C(OC(=O)C2=CC=C(OC=3C=C(C=C(C3)C(=O)O)C(=O)O)C=C2)C=C1)C1=CC=CC=C1 5-[4-[4-[(E)-3-Oxo-3-phenylprop-1-enyl]phenoxy]carbonylphenoxy]benzene-1,3-dicarboxylic acid